S1C(NCCC1)=O 3,4,5,6-tetrahydro-1,3-thiazine-2-one